(4-methylpiperazin-1-yl)(4-(3-(m-tolylethynyl)imidazo[1,2-b]pyridazin-6-yl)phenyl)methanone CN1CCN(CC1)C(=O)C1=CC=C(C=C1)C=1C=CC=2N(N1)C(=CN2)C#CC=2C=C(C=CC2)C